(3S,4R)-3-fluoro-1-(tetrahydro-2H-pyran-4-yl)piperidine F[C@@H]1CN(CCC1)C1CCOCC1